(+)-tartarate C(C(O)C(O)C(=O)[O-])(=O)[O-]